1-(2,5-dimethoxyphenyl)-5-methyl-1H-1,2,3-triazole-4-carboxylic acid COC1=C(C=C(C=C1)OC)N1N=NC(=C1C)C(=O)O